(2-(4-(tert-butoxycarbonyl)-7-oxo-1,4-diazacycloheptan-1-yl)pyridin-4-yl)boronic acid C(C)(C)(C)OC(=O)N1CCN(C(CC1)=O)C1=NC=CC(=C1)B(O)O